Cl.NCC(C(O)C1=CC(=C(C=C1)F)F)(F)F 3-amino-1-(3,4-difluorophenyl)-2,2-difluoropropan-1-ol hydrochloride